4-amino-1,2,4-triazole-3-thione NN1C(NN=C1)=S